C(C)O[C@H]1CC[C@@H](OC1)CC1=C(N(C2=CC(=CC=C12)F)C(=O)N1[C@H](C[C@](CC1)(C(=O)O)C1=CC=C(C=C1)F)C)C (2S,4S)-1-(3-((trans-5-ethoxytetrahydro-2H-pyran-2-yl)methyl)-6-fluoro-2-methyl-1H-indole-1-carbonyl)-4-(4-fluorophenyl)-2-methylpiperidine-4-carboxylic acid